(S)-4-((3,5-dimethylisoxazol-4-yl)methyl)-1-ethyl-N-(1-methylcyclopropyl)-5-oxo-1,2,4,5-tetrahydroimidazo[1,2-a]quinazoline-7-sulfonamide CC1=NOC(=C1CN1C=2N(C3=CC=C(C=C3C1=O)S(=O)(=O)NC1(CC1)C)[C@H](CN2)CC)C